BrC=1C(=C(C#N)C=CC1)O 3-bromo-2-hydroxybenzonitrile